C1CC12NCCC(C2)N2C(C1=C(C=C(C=C1C=C2)C2=CC1=CN(N=C1C=C2O)C)F)=O 2-{4-azaspiro[2.5]octan-7-yl}-8-fluoro-6-(6-hydroxy-2-methylindazol-5-yl)isoquinolin-1-one